C(CCCCCCC\C=C/CCCCCC)(=O)O.NC(=N)N guanidine palmitoleic acid salt